2-(2-ethoxyvinyl)-5-fluorobenzoate C(C)OC=CC1=C(C(=O)[O-])C=C(C=C1)F